NC1=NC=NN2C1=CC=C2[C@@]2(OC([C@H]([C@H]2O)O)=C)C#N (2R,3R,4S)-2-(4-aminopyrrolo[2,1-f][1,2,4]triazin-7-yl)-3,4-dihydroxy-5-methylenetetrahydrofuran-2-carbonitrile